N[C@H]1CN(CCC1)C(=O)C=1C=C2OCCN3C(=NC(C1)=C32)C=3N(C2=CC=CC=C2C3)CC=3C=NC=CC3 (R)-(3-aminopiperidin-1-yl)(2-(1-(pyridin-3-ylmethyl)-1H-indol-2-yl)-3,4-dihydro-5-oxa-1,2a-diazaacenaphthylen-7-yl)methanone